1-bromo-2,4-dichloro-5-nitrobenzene BrC1=C(C=C(C(=C1)[N+](=O)[O-])Cl)Cl